[(2S,3R)-7-(6-tert-butyl-5-methyl-pyrrolo[2,3-b]pyrazin-3-yl)-3-isopropoxy-azepan-2-yl]methanol C(C)(C)(C)C1=CC=2C(=NC(=CN2)C2CCC[C@H]([C@@H](N2)CO)OC(C)C)N1C